BrC=1C2=C(C(N(C1)C)=O)N(C(=C2)C(=O)N)COCC[Si](C)(C)C 4-bromo-6-methyl-7-oxo-1-((2-(trimethylsilyl)ethoxy)methyl)-6,7-dihydro-1H-pyrrolo[2,3-c]pyridine-2-carboxamide